(E)-2-(((1-butyl-1H-benzo[d]-imidazol-5-yl)-oxy)methyl)-3-fluoroprop-2-en-1-amine 4-methyl-benzenesulfonate CC1=CC=C(C=C1)S(=O)(=O)O.C(CCC)N1C=NC2=C1C=CC(=C2)OC\C(\CN)=C\F